tert-butyl 6-hydroxy-6-(4-piperidyl)-2-azaspiro[3.3]heptane-2-carboxylate OC1(CC2(CN(C2)C(=O)OC(C)(C)C)C1)C1CCNCC1